FC1(OC2=C(O1)C=CC(=C2)NC2=NC=C(C(=N2)N2C=C(C=C2)C(=O)NC(CO)C2=CC=CC=C2)C)F 1-(2-((2,2-difluoro-benzo[d][1,3]dioxol-5-yl)amino)-5-methyl-pyrimidin-4-yl)-N-(2-hydroxy-1-phenylethyl)-1H-pyrrole-3-carboxamide